C(C)OC(C[N+]#[C-])=O.C(C)OC(C[N+]#[C-])=O.C1(CC1)C1=C(C=C(C(=N1)C(C)=O)OCC1=CC=C(C=C1)OC)OCCCOC 1-(6-Cyclopropyl-3-((4-methoxybenzyl)oxy)-5-(3-methoxypropoxy)pyridin-2-yl)ethan-1-one ethyl-2-isocyanoacetate ethyl-2-isocyanoacetate